(4-fluorophenyl)-6-tetrahydropyran-4-yl-1H-pyrrolo[2,3-f]indazole FC1=CC=C(C=C1)N1NC=C2C=C3C(C=C12)=CC(=N3)C3CCOCC3